C(OC1=CC=C(C=C1)[N+](=O)[O-])(OCCCCCCCC)=O 4-nitrophenyl octyl carbonate